ClC1=CC=C(C(=N1)C#N)N[C@H](C)C=1C=C(C=C2C(C(=C(OC12)C=1C(=NC=CC1)F)C)=O)C 6-Chloro-3-[[(1R)-1-[2-(2-fluoro-3-pyridyl)-3,6-dimethyl-4-oxo-chromen-8-yl]ethyl]amino]pyridine-2-carbonitrile